FC1=C(C=CC(=C1)F)S(=O)(=O)/C=C/C=1C(=NC(=NC1)NC1=CC=C(C=C1)N1CCOCC1)NC1=NN(C=C1)C (E)-5-{2-[(2,4-Difluorophenyl)sulfonyl]vinyl}-N4-(1-methyl-1H-pyrazol-3-yl)-N2-(4-morpholinophenyl)pyrimidine-2,4-diamine